(R)-5-(4-((1-(3-(difluoromethyl)-2-fluorophenyl)ethyl)amino)-8-methyl-7-oxo-7,8-Dihydropyrido[2,3-d]pyrimidin-6-yl)-3,6-dihydropyridine-1(2H)-carboxylate FC(C=1C(=C(C=CC1)[C@@H](C)NC=1C2=C(N=CN1)N(C(C(=C2)C2=CCCN(C2)C(=O)[O-])=O)C)F)F